C(C1=CC=CC=C1)OC(CCC=C)(C(F)(F)F)C1=NN=C(O1)C1=C(C=C(C(=N1)NC(CC=C)C1=CC=CC=C1)C(F)(F)F)[N+](=O)[O-] 6-[5-[1-benzyloxy-1-(trifluoromethyl)pent-4-enyl]-1,3,4-oxadiazol-2-yl]-5-nitro-N-(1-phenylbut-3-enyl)-3-(trifluoromethyl)pyridin-2-amine